FC1=C(C(=C(C=C1)[C@H]1[C@H](O[C@@H](C1)C(F)(F)F)C(=O)NC1=CC(=NC=C1)C(=O)N)OC)C (2S,3S,5S)-4-[[3-(4-Fluoro-2-methoxy-3-methyl-phenyl)-5-(trifluoromethyl)tetrahydrofuran-2-carbonyl]amino]pyridin-2-carboxamid